1-(10-mercaptodecyl)-3-methylimidazolium nitrate [N+](=O)([O-])[O-].SCCCCCCCCCCN1C=[N+](C=C1)C